1-butoxy-3-methoxy-2-propanol C(CCC)OCC(COC)O